C(C)C1=C(C(=CC=C1)CC)C=1CCCC2=C(C1C1=CC=C(C=C1)C=C1CN(C1)CCCF)C=CC(=C2)C(=O)O 8-(2,6-diethylphenyl)-9-(4-((1-(3-fluoropropyl)azetidin-3-ylidene)methyl)phenyl)-6,7-dihydro-5H-benzo[7]annulene-3-carboxylic acid